7-bromo-3-(difluoromethyl)quinolin-2-amine BrC1=CC=C2C=C(C(=NC2=C1)N)C(F)F